(2S)-2-acetamido-3-(1-methyl-1H-indol-3-yl)propanoic acid C(C)(=O)N[C@H](C(=O)O)CC1=CN(C2=CC=CC=C12)C